benzotriazole-1-yl-oxy-tris-pyrrolidino-phosphonium N1(N=NC2=C1C=CC=C2)O[P+](N2CCCC2)(N2CCCC2)N2CCCC2